CC=1N(C=2C(=NC=C(C2)C=2C=CN3N=C(N=CC32)NC3CC2(CNC2)C3)N1)C1CCOCC1 5-(2-methyl-1-(tetrahydro-2H-pyran-4-yl)-1H-imidazo[4,5-b]pyridin-6-yl)-N-(2-azaspiro[3.3]heptan-6-yl)pyrrolo[2,1-f][1,2,4]triazin-2-amine